6-(methylsulfonyl)spiro[1,4-benzoxazine-2,1'-cyclopropan]-3(4H)-one CS(=O)(=O)C=1C=CC2=C(NC(C3(CC3)O2)=O)C1